C(C1=CC=CC=C1)(=O)C1=NOC2=C1C(C=1C=CC=C(C1C2=O)OC)=O 3-benzoyl-8-methoxy-naphtho[2,3-d]isoxazole-4,9-dione